benzyl 2-(benzyloxy)-4-((tert-butoxycarbonyl)amino)benzoate C(C1=CC=CC=C1)OC1=C(C(=O)OCC2=CC=CC=C2)C=CC(=C1)NC(=O)OC(C)(C)C